2-[1-[2-(4,4-Dimethyl-1-piperidyl)-6-methyl-4-oxo-chromen-8-yl]ethylamino]-6-fluoro-benzoic acid CC1(CCN(CC1)C=1OC2=C(C=C(C=C2C(C1)=O)C)C(C)NC1=C(C(=O)O)C(=CC=C1)F)C